C(C1=CC=CC=C1)OC1=NC(=CC=C1C1=NN(C2=CC(=CC=C12)N1C[C@@H](N(CC1)C(=O)OC(C)(C)C)C(F)(F)F)C)OCC1=CC=CC=C1 tert-butyl (R)-4-(3-(2,6-bis(benzyloxy)pyridin-3-yl)-1-methyl-1H-indazol-6-yl)-2-(trifluoromethyl)piperazine-1-carboxylate